3-{[1-(acetoxy)-3-methylbutan-2-yl]carbamoyl}-3-aminopropionic acid C(C)(=O)OCC(C(C)C)NC(=O)C(CC(=O)O)N